C1(=CCCC1)C1=C(N=NC(=C1)C=1C(=NC(=NC1)OC)OC)C 4-(cyclopent-1-en-1-yl)-6-(2,4-dimethoxypyrimidin-5-yl)-3-methylpyridazine